N1(C=CC2=CC=CC=C12)C1=NC(=NC=C1)NC=1C=C(C(=CC1OC)N(CCN1CCCCC1)C)N N4-(4-(1H-indol-1-yl)pyrimidin-2-yl)-5-methoxy-N1-methyl-N1-(2-(piperidin-1-yl)ethyl)benzene-1,2,4-triamine